2-[4-(2,2-difluoro-2H-1,3-benzodioxol-4-yl)-2,6-bis(propan-2-yl)phenyl]-N-{4-[(dimethylamino)methyl]benzenesulfonyl}acetamide FC1(OC2=C(O1)C=CC=C2C2=CC(=C(C(=C2)C(C)C)CC(=O)NS(=O)(=O)C2=CC=C(C=C2)CN(C)C)C(C)C)F